ClC1=C(C=C(C=C1)F)CC(=O)NC1=CC(=C(C=C1)N1N=CC(=C1)F)S(N)(=O)=O 2-(2-chloro-5-fluorophenyl)-N-[4-(4-fluoro-1H-pyrazol-1-yl)-3-sulfamoylphenyl]acetamide